O=C1N(CCC(N1)=O)C1=NN(C2=C(C(=CC=C12)N1CCN(CC1)CC1CCN(CC1)C(CCC(=O)OC(C)(C)C)=O)F)C tert-butyl 4-[4-[[4-[3-(2,4-dioxohexahydropyrimidin-1-yl)-7-fluoro-1-methyl-indazol-6-yl]piperazin-1-yl]methyl]-1-piperidyl]-4-oxo-butanoate